4-((3-(4-(2-(2-aminopyridin-3-yl)-5-phenyl-3H-imidazo[4,5-b]pyridin-3-yl)phenyl)azetidin-1-yl)methyl)-2-methoxybenzoic acid NC1=NC=CC=C1C1=NC=2C(=NC(=CC2)C2=CC=CC=C2)N1C1=CC=C(C=C1)C1CN(C1)CC1=CC(=C(C(=O)O)C=C1)OC